ClC1=CC(=C2C(C(=CN(C2=N1)C=1SC(=CN1)F)C(=O)O)=O)C 7-chloro-1-(5-fluoro-1,3-thiazol-2-yl)-5-methyl-4-oxo-1,4-dihydro-1,8-naphthyridine-3-carboxylic acid